(S)-(1-cyclopropyl-4-methyl-1H-pyrazole-3-yl)-[6-(3-methyl-1H-pyrrolo[2,3-b]pyridin-5-yl)-8-[pyrrolidin-2-yl]-3,4-dihydro-1H-Isoquinolin-2-yl]methanone C1(CC1)N1N=C(C(=C1)C)C(=O)N1CC2=C(C=C(C=C2CC1)C=1C=C2C(=NC1)NC=C2C)[C@H]2NCCC2